C[NH+](CCCCCCCCCCCC)CCCCCCCCCCCC methyldilauryl-ammonium